C1(=CC=CC=C1)N(C(CCC)N)C1=CC=CC=C1 N,N-diphenylbutanediamine